CC1=NN(C2=NC(=NC=C21)NC=2C(=CC=1N(C2)C=CN1)C)C1CCC(CC1)OC 3-methyl-N-[7-methylimidazo[1,2-a]pyridin-6-yl]-1-[(1r,4r)-4-methoxycyclohexyl]pyrazolo[3,4-d]pyrimidin-6-amine